(7-Oxa-bicyclo[2.2.1]hept-2-yl)-6-(6-trifluoromethyl-pyridin-2-yl)-N'-(2-trifluoromethyl-pyridin-4-yl)-[1,3,5]triazine-2,4-diamine C12C(CC(CC1)O2)NC2=NC(=NC(=N2)NC2=CC(=NC=C2)C(F)(F)F)C2=NC(=CC=C2)C(F)(F)F